4-(cyclobutylamino)pyrimidine-2-carboxylic acid C1(CCC1)NC1=NC(=NC=C1)C(=O)O